CC(C=C1SCCN1C)=C1C(N(C(S1)=S)CC(=O)O)=O 5-[1-methyl-2-(3-methylthiazolidine-2-ylidene)ethylidene]-4-oxo-2-thioxothiazolidine-3-acetic acid